2-(4-methylphenoxy)acetaldehyde CC1=CC=C(OCC=O)C=C1